(S)-3-amino-3-(2'-chloro-4,6'-difluoro-5-methyl-[1,1'-biphenyl]-3-yl)propionic acid ethyl ester hydrochloride Cl.C(C)OC(C[C@@H](C=1C=C(C=C(C1F)C)C1=C(C=CC=C1F)Cl)N)=O